4-cyano-2-methyl-2,5-dihydrofuran-3-yl trifluoromethanesulfonate FC(S(=O)(=O)OC=1C(OCC1C#N)C)(F)F